para-(iodoacetamido)azobenzene ICC(=O)NC1=CC=C(C=C1)N=NC1=CC=CC=C1